1-(5-bromo-3-chloro-pyridin-2-yl)-5-(trifluoromethyl)-1H-pyrazole-4-carboxylic acid BrC=1C=C(C(=NC1)N1N=CC(=C1C(F)(F)F)C(=O)O)Cl